ClC=1C=C2C(=C(NC2=CC1)C1=CC=C(C=C1)Cl)OC1=CC=C(C=C1)Cl 5-chloro-3-(4-chlorophenoxy)-2-(4-chlorophenyl)-1H-indole